2-chloro-5,7-dimethylpyrido[2,3-d]pyrimidin-4-amine ClC=1N=C(C2=C(N1)N=C(C=C2C)C)N